4-bromo-2-iodoaniline BrC1=CC(=C(N)C=C1)I